2-(methylsulfonyl)propanoic acid CS(=O)(=O)C(C(=O)O)C